FC1=NC=CC=C1CC1=CC(=NC=C1)C(=O)N[C@@H]1C(N(C2=C(OC1)C=CC(=C2)C#CC2(COC2)O)C)=O (S)-4-((2-fluoropyridin-3-yl)methyl)-N-(7-((3-hydroxyoxetan-3-yl)ethynyl)-5-methyl-4-oxo-2,3,4,5-tetrahydrobenzo[b][1,4]oxazepin-3-yl)pyridineamide